Cl.NC/C=C/CNC1=C(C=C(C(=O)OC)C=C1[N+](=O)[O-])OC methyl (E)-4-((4-aminobut-2-en-1-yl) amino)-3-methoxy-5-nitrobenzoate hydrochloride